BrC(C=1C=CC=NC1)Br 5-dibromomethylpyridine